NC1=NN=C(S1)COC12CC3C(C(CC(C1)C3)C2)=O 5-((5-amino-1,3,4-thiadiazol-2-yl)methoxy)adamantan-2-one